4,4'-(1,3-adamantanediyl)diphenol C12(CC3(CC(CC(C1)C3)C2)C2=CC=C(C=C2)O)C2=CC=C(C=C2)O